C(C)S(=O)(=O)C=1C=C(C=NC1C1=COC2=CC=C(C=C2C1=O)C(F)(F)F)C1(CC1)C#N 1-[5-ethylsulfonyl-6-[4-oxo-6-(trifluoromethyl)chromen-3-yl]-3-pyridyl]cyclopropanecarbonitrile